CC=1C=CC(=C2C=CC=NC12)N[C@H]1CN(CC1)CC(=O)N1[C@@H](CCC1)C#N (2S)-1-[2-[(3R)-3-[(8-methyl-5-quinolinyl)amino]pyrrolidin-1-yl]acetyl]pyrrolidine-2-carbonitrile